tris-(1-pyrrolidinyl)phosphine N1(CCCC1)P(N1CCCC1)N1CCCC1